CCCC(C(C)C(=O)O)C(=O)O hexane-4,5-dicarboxylic acid